FC(N1N=CN=C1C1=C(C(=CC=C1)B1OC(C(O1)(C)C)(C)C)F)F 1-(difluoromethyl)-5-(2-fluoro-3-(4,4,5,5-tetramethyl-1,3,2-dioxaborolan-2-yl)phenyl)-1H-1,2,4-triazole